6-(4,4-Dimethyl-piperidin-1-yl)-2-ethylsulfanyl-N-[(3-fluorophenyl)-methyl]-4-methyl-pyridine-3-carboxylic acid amide CC1(CCN(CC1)C1=CC(=C(C(=N1)SCC)C(=O)NCC1=CC(=CC=C1)F)C)C